BrC=1C(=C(C=CC1F)CS(=O)(=O)NC1=CC(=CC=C1)OC)F 1-(3-Bromo-2,4-difluorophenyl)-N-(3-methoxyphenyl)methanesulfonamide